2-methyl-4-chloropentyloxypropionic acid CC(COC(C(=O)O)C)CC(C)Cl